6-(6-(allyloxy)-2,3-dichlorophenyl)-3-(1-cyclopropylpiperidin-4-yl)-6,7-dihydro-5H-pyrrolo[2,1-c][1,2,4]triazole C(C=C)OC1=CC=C(C(=C1C1CC2=NN=C(N2C1)C1CCN(CC1)C1CC1)Cl)Cl